7-(1-Methanesulfonyl-cyclopropyl)-1-methyl-5-((R)-3-methyl-morpholin-4-yl)-3-(1H-pyrazol-3-yl)-1H-pyrazolo[4,3-b]pyridine CS(=O)(=O)C1(CC1)C1=C2C(=NC(=C1)N1[C@@H](COCC1)C)C(=NN2C)C2=NNC=C2